FC1=CC(=C(OC2=C(C(=O)NC3=CC=C(C(=O)O)C=C3)C=CC(=C2)C(F)(F)F)C=C1)C 4-(2-(4-fluoro-2-methylphenoxy)-4-(trifluoromethyl)benzoylamino)benzoic acid